C1(CC1)S(=O)(=O)N1N=CC(=C1)C1=NC=CC(=N1)NC1=NC=C(C(=C1)N1CCC(CC1)CCN(C)C)C#CC1[C@@H](OCC1)C(F)(F)F 2-(1-(cyclopropylsulfonyl)-1H-pyrazol-4-yl)-N-(4-(4-(2-(dimethylamino)ethyl)piperidin-1-yl)-5-(((2R)-2-(trifluoromethyl)tetrahydrofuran-3-yl)ethynyl)pyridin-2-yl)pyrimidin-4-amine